N-(2,4-Dimethoxybenzyl)-N-((4-(4-hydroxyphenyl)-1-methyl-1H-1,2,3-triazol-5-yl)methyl)-2-phenylacetamide COC1=C(CN(C(CC2=CC=CC=C2)=O)CC2=C(N=NN2C)C2=CC=C(C=C2)O)C=CC(=C1)OC